BrC=1C=C(C=CC1)C(C(=O)OC)(CCSCC(C)(C=1C=NNC1)C)C methyl 2-(3-bromophenyl)-2-methyl-4-((2-methyl-2-(1H-pyrazol-4-yl)propyl)thio)butanoate